ethyl-(N,N-dimethylamino)-propylcarbodiimide hydrochloride Cl.C(C)CCCN=C=NN(C)C